N-(2-chloro-4-hydroxyphenyl)-N'-cyclopropyl-urea ClC1=C(C=CC(=C1)O)NC(=O)NC1CC1